1-Methyl-2-(6-trifluoromethoxy-benzothiazol-2-ylamino)-1H-benzimidazole-5-carboxylic acid (2-ethanesulfonyl-ethyl)-amide C(C)S(=O)(=O)CCNC(=O)C1=CC2=C(N(C(=N2)NC=2SC3=C(N2)C=CC(=C3)OC(F)(F)F)C)C=C1